SC=1SC(=C(N1)C)CC(=O)O 2-mercapto-4-methyl-5-thiazolacetic acid